sulfolaurate S(=O)(=O)(O)C(C(=O)[O-])CCCCCCCCCC